5-(benzo[d][1,3]dioxol-5-ylmethyl)benzo[c]isoxazol-3-carboxylic acid O1COC2=C1C=CC(=C2)CC2=CC=1C(=NOC1C(=O)O)C=C2